C(C1=CC=CC=C1)N1CCN(CC1)[C@H]1[C@@H](NC1)CC=C Benzyl-4-((2S,3R)-2-allylazetidin-3-yl)piperazine